5-chloro-3-((2,3-dichloro-phenylimino)meth-yl)-2-(isobutyryloxy)phenyl 3-methylbenzoate CC=1C=C(C(=O)OC2=C(C(=CC(=C2)Cl)C=NC2=C(C(=CC=C2)Cl)Cl)OC(C(C)C)=O)C=CC1